Hydroxytricyclo[5.2.1.02,6]dec-3-ene OC12C3C=CCC3C(CC1)C2